5,10,15,20-tetrakis(4-methoxyphenyl)-21H,23H-porphine cobalt (II) [Co+2].COC1=CC=C(C=C1)C=1C2=CC=C(N2)C(=C2C=CC(C(=C3C=CC(=C(C=4C=CC1N4)C4=CC=C(C=C4)OC)N3)C3=CC=C(C=C3)OC)=N2)C2=CC=C(C=C2)OC